FC(C(=O)O)(F)F.COC1=C2C(=NNC2=CC(=C1)\C=C/1\C(NC2=CC=CC=C12)=O)\C=C\C1=CC=NC=C1 (E)-3-((4-methoxy-3-((E)-2-(pyridin-4-yl)vinyl)-1H-indazole-6-yl)methylene)indol-2-one trifluoroacetate